OC(CSCC=1C=C(C=CC1)CSCC(CO)O)CO 3-[[3-(2,3-dihydroxypropylsulfanylmethyl)phenyl]methylsulfanyl]propane-1,2-diol